methyl 6-benzyl-2,4-dichloro-5,7-dihydropyrrolo[3,4-b]pyridine-3-carboxylate C(C1=CC=CC=C1)N1CC2=NC(=C(C(=C2C1)Cl)C(=O)OC)Cl